C(CCCCCCCCCCCCCCC)(=O)OCC(COC(C(CCCCCCCC)CCCCCC)=O)C1CCN(CC1)CCCCO[Si](C)(C)C(C)(C)C 2-(1-(4-((tert-butyldimethylsilyl)oxy)butyl)piperidin-4-yl)-3-((2-hexyldecanoyl)oxy)propyl palmitate